(α-methyl)styrene-acrylonitrile CC(C#N)=CC=CC1=CC=CC=C1